5-BROMO-3-CHLORO-1-BENZOFURAN-2-CARBALDEHYDE BrC=1C=CC2=C(C(=C(O2)C=O)Cl)C1